C(#N)C1=C(C=CC=C1OC=1C=C2C(N(C=NC2=CC1)C)=O)NS(=O)(=O)N1CCCC1 N-[2-cyano-3-(3-methyl-4-oxo-quinazolin-6-yl)oxy-phenyl]pyrrolidine-1-sulfonamide